C(C)(C)(C)OC(=O)NC=1SC2=C(C1C#N)C(=CC=C2F)C2=C(C=C1C(=NC(=NC1=C2F)C)N2CC1CCC(C2)N1C(=O)OC(C)(C)C)C(F)(F)F tert-butyl 3-[7-[2-(tert-butoxycarbonylamino)-3-cyano-7-fluoro-benzothiophen-4-yl]-8-fluoro-2-methyl-6-(trifluoromethyl)quinazolin-4-yl]-3,8-diazabicyclo[3.2.1]octane-8-carboxylate